1-(2-methylpropanoyl)-4-vinyl-piperidine-4-carboxylic acid ethyl ester C(C)OC(=O)C1(CCN(CC1)C(C(C)C)=O)C=C